12-(4-Acetylphenyl)-9-hydroxy-5-methyl-4-thia-2,12-diazatricyclo[7.3.0.03,7]dodeca-1,3(7),5-trien-8-one C(C)(=O)C1=CC=C(C=C1)N1CCC2(C(C=3C=C(SC3N=C12)C)=O)O